FC1=C(C(=C(C=C1F)F)F)S(=O)(=O)O 2,3,5,6-tetrafluorobenzenesulfonic acid